CSC=1C=C(C=CC1C1(C(C(=C(C2=CC=CC=C12)N)\N=N\[H])O)S(=O)(=O)O)C1=CC(=C(C=C1)C1(C(C(=C(C2=CC=CC=C12)N)\N=N\[H])O)S(=O)(=O)O)SC 1,1'-(3,3'-dimethylthio[1,1'-biphenyl]-4,4'-diyl)bis{4-amino-2-hydroxy-3-[(E)-diazenyl]naphthalene-1-sulfonic acid}